ε-phthalimidohexanoic acid C1(C=2C(C(N1CCCCCC(=O)O)=O)=CC=CC2)=O